6-((2S,5R)-2,5-dimethyl-4-((S)-2-methyl-1-(7-(trifluoromethyl)quinolin-2-yl)propyl)piperazin-1-yl)-3,8-dimethyl-9-(((S)-tetrahydrofuran-2-yl)methyl)-3,9-dihydro-2H-purin-2-one C[C@@H]1N(C[C@H](N(C1)[C@@H](C(C)C)C1=NC2=CC(=CC=C2C=C1)C(F)(F)F)C)C=1C=2N=C(N(C2N(C(N1)=O)C)C[C@H]1OCCC1)C